BrC=1C=C(C2=C(C(OC2)O)C1)F 6-bromo-4-fluoro-1,3-dihydro-2-benzofuran-1-ol